tert-butyl (3S,4R)-4-((4-(3-(2,6-dioxopiperidin-3-yl)-1-methyl-1H-indazol-6-yl)piperazin-1-yl)methyl)-3-fluoropiperidine-1-carboxylate O=C1NC(CCC1C1=NN(C2=CC(=CC=C12)N1CCN(CC1)C[C@@H]1[C@@H](CN(CC1)C(=O)OC(C)(C)C)F)C)=O